CC=1C(=NC=C(C1)C)N1CCN(CC1)C(=O)C1=CC=C(C=C1)[C@]1(C(NC(C1)=O)=O)C (S)-3-{4-[4-(3,5-dimethylpyridin-2-yl)piperazine-1-carbonyl]phenyl}-3-methylpyrrolidine-2,5-dione